O1COCC(C1)CS(=O)(C1=C(C=CC(=C1)C=1C2=C(N=C(N1)N1[C@H](CC1)C)CCC2)OC)=N ((1,3-Dioxan-5-yl)methyl)(imino)(2-methoxy-5-(2-((S)-2-methylazetidin-1-yl)-6,7-dihydro-5H-cyclopenta[d]pyrimidin-4-yl)phenyl)-λ6-sulfanone